(1r,4r)-4-(3-(8-(difluoromethyl)-2-methyl-[1,2,4]triazolo[1,5-b]pyridazin-6-yl)thieno[2,3-b]pyrazin-6-yl)cyclohexan-1-amine FC(C=1C=2N(N=C(C1)C1=CN=C3C(=N1)SC(=C3)C3CCC(CC3)N)N=C(N2)C)F